5-Deuterio-4-[[(2R,3R,4R,5R)-3-(3,4-difluoro-2-methoxyphenyl)-4,5-dimethyl-5-(trifluoromethyl)tetrahydrofuran-2-carbonyl]amino]pyridin-2-carboxamid [2H]C=1C(=CC(=NC1)C(=O)N)NC(=O)[C@@H]1O[C@]([C@@H]([C@@H]1C1=C(C(=C(C=C1)F)F)OC)C)(C(F)(F)F)C